BrC=1C(=NC=CC1)N1N=CC(=C1C(F)(F)F)C(=O)NC1=CC(=C(C=C1)OC1=C2C(=NC=C1)NC(N2C(C)C)=O)F (3-bromopyridin-2-yl)-N-(3-fluoro-4-((1-isopropyl-2-keto-2,3-dihydro-1H-imidazo[4,5-b]pyridin-7-yl)oxy)phenyl)-5-(trifluoromethyl)-1H-pyrazole-4-carboxamide